[Mo].OC1(CCNCC1)C(F)(F)F 4-hydroxy-4-(trifluoromethyl)piperidine Molybdenum